Ethyl 2-(2,6-dimethyl-4-((4-(4-(trifluoromethoxy) benzyl) piperazin-1-yl) methyl) phenoxy)-2-methylpropionate CC1=C(OC(C(=O)OCC)(C)C)C(=CC(=C1)CN1CCN(CC1)CC1=CC=C(C=C1)OC(F)(F)F)C